(R)-5-((6-(4H-1,2,4-triazol-4-yl)pyridin-3-yl)ethynyl)-4-fluoro-2-(3-(methoxymethyl)-4-(pyrimidin-4-yl)piperazin-1-yl)pyrimidine N=1N=CN(C1)C1=CC=C(C=N1)C#CC=1C(=NC(=NC1)N1C[C@@H](N(CC1)C1=NC=NC=C1)COC)F